COC(=O)C1C(CCCC1)C(=O)O 2-(methoxycarbonyl)cyclohexane-1-carboxylic acid